thiophenemalononitrile S1C(=CC=C1)C(C#N)C#N